C(C)(C)(C)OC(NN1C(C2=CC=CC=C2C12C1=CC(=C(C=C1OC=1C=C(C(=CC21)C)N2CCCCC2)N2CCCCC2)C)=O)=O (2',7'-dimethyl-3-oxo-3',6'-bis(piperidin-1-yl)spiro[isoindoline-1,9'-xanthen]-2-yl)carbamic acid tert-butyl ester